[Zn].[In].[Sn] tin-indium-zinc